FC(F)C(C(C(F)(F)F)(F)F)OC(C(C(F)(F)F)(F)F)C(F)F difluoromethylpentafluoropropyl ether